(E)-2,4-dimethyl-5-(3-(p-tolyl)acryloyl)thieno[2,3-b]pyridin-6(7H)-one CC1=CC2=C(NC(C(=C2C)C(\C=C\C2=CC=C(C=C2)C)=O)=O)S1